quinolineacetonitrile N1=C(C=CC2=CC=CC=C12)CC#N